OC1(CC(C1)C(=O)N1CC2(C1)C[C@@H](CC2)C2=CC(=CC(=C2)OC(F)(F)F)C)C |r| (rac)-((1s,3s)-3-hydroxy-3-methylcyclobutyl)(6-(3-methyl-5-(trifluoromethoxy)phenyl)-2-azaspiro[3.4]oct-2-yl)methanone